(3S)-N-(2-((4-tert-butyl-3-fluorophenyl)amino)-1-(4,4-difluoro-1-hydroxycyclohexyl)-2-oxoethyl)-5-oxopyrrolidine-3-carboxamide C(C)(C)(C)C1=C(C=C(C=C1)NC(C(C1(CCC(CC1)(F)F)O)NC(=O)[C@@H]1CNC(C1)=O)=O)F